6-((4-Bromo-2-fluorophenyl)amino)-7-fluorobenzofuran-5-carboxylic acid BrC1=CC(=C(C=C1)NC1=C(C2=C(C=CO2)C=C1C(=O)O)F)F